N-((5S,6R)-6-((4-bromo-2-(methylcarbamoyl)-6-nitrophenyl)amino)octahydro-1H-inden-5-yl)-2-oxo-1,2-dihydroquinoline-4-carboxamide BrC1=CC(=C(C(=C1)[N+](=O)[O-])N[C@H]1[C@H](CC2CCCC2C1)NC(=O)C1=CC(NC2=CC=CC=C12)=O)C(NC)=O